COC(=O)C1(CCC2(C(CC3=CC=CC=C23)CCO)CC1)NC1=CC(=CC=C1)Cl (1r,4r)-4-(3-Chloroanilino)-2'-(2-hydroxyethyl)-2',3'-dihydrospiro[cyclohexane-1,1'-indene]-4-carboxylic acid methyl ester